ferric methanearsonate C[As]([O-])(=O)[O-].[Fe+3].C[As]([O-])(=O)[O-].C[As]([O-])(=O)[O-].[Fe+3]